3-fluoro-4-(4-(2-fluoroethyl)cyclohexyl)aniline FC=1C=C(N)C=CC1C1CCC(CC1)CCF